1,1-dimethoxy-4-butylsilacyclohexane CO[Si]1(CCC(CC1)CCCC)OC